C(C)OC1=NC=CC=C1C1=NC=C(C=C1F)C1(CCN(CC1)C1=C(C=C(C=C1)C(F)(F)F)F)C(=O)N[C@H](CNC)C 4-{2'-ethoxy-3-fluoro-[2,3'-bipyridin]-5-yl}-1-[2-fluoro-4-(trifluoromethyl)phenyl]-N-[(2S)-1-(methylamino)propan-2-yl]piperidine-4-carboxamide